tert-butyl 4-[4-[[5-[6-(dimethylamino)-2,5-difluoro-3-pyridyl]-1-methyl-imidazole-2-carbonyl]amino]-2-methyl-benzoyl]piperazine-1-carboxylate CN(C1=C(C=C(C(=N1)F)C1=CN=C(N1C)C(=O)NC1=CC(=C(C(=O)N2CCN(CC2)C(=O)OC(C)(C)C)C=C1)C)F)C